C(CCC)C1CSC2=C(N(C1)C1=CC=CC=C1)C=C(C(=C2)OC)I 3-butyl-7-iodo-8-methoxy-5-phenyl-2,3,4,5-tetrahydro-1,5-benzothiazepine